N-benzyl-N-(1-(4-fluorophenyl)vinyl)acrylamide C(C1=CC=CC=C1)N(C(C=C)=O)C(=C)C1=CC=C(C=C1)F